N1(CCCC1)C(=O)OC1OCCCCCCCC=CC1 (pyrrolidine-1-carbonyloxy)-1-oxacyclododec-4-en